6-bromo-2-(4-tert-butyl-2-methyl-phenyl)-1H-quinolin-4-one BrC=1C=C2C(C=C(NC2=CC1)C1=C(C=C(C=C1)C(C)(C)C)C)=O